2-(3-((5aR,8aR)-hexahydro-2H-cyclopenta[b][1,4]oxazepin-5(5aH)-yl)-5-methyl-1,2,4-triazin-6-yl)-5-(trifluoromethyl)phenol O1[C@H]2[C@H](N(CCC1)C=1N=NC(=C(N1)C)C1=C(C=C(C=C1)C(F)(F)F)O)CCC2